C1(CC1)CN1[C@H]2[C@@]3(CC[C@H]([C@H]4[C@@]3(C=3C(=C(C=CC3C2)O)O4)CC1)N(C(\C=C\C1=COC=C1)=O)C)O 17-(cyclopropylmethyl)-3,14β-dihydroxy-4,5α-epoxy-6β-[N-methyl-trans-3-(3-furyl)acrylamido]morphinan